4-(1-ethylpiperidin-4-yl)benzamide C(C)N1CCC(CC1)C1=CC=C(C(=O)N)C=C1